C(C)(C)N1CCN(CC1)CCC1N(CCC(C1)N)C1=CC(=CC=C1)C=1NC2=CC=C(C=C2C1)C(F)(F)F (2-(4-isopropylpiperazin-1-yl)ethyl)-1-(3-(5-(trifluoromethyl)-1H-indol-2-yl)phenyl)piperidin-4-amine